5-cyclopropyl-N3-methyl-1-(3-(2-morpholinoethyl)benzyl)-2-oxo-1,2-dihydropyridine-3,5-dicarboxamide C1(CC1)C1(C=C(C(N(C1)CC1=CC(=CC=C1)CCN1CCOCC1)=O)C(=O)NC)C(=O)N